ClC1=C(C=C(C=N1)B(O)O)N1CCN(CC1)C(C)C (6-chloro-5-(4-isopropylpiperazin-1-yl)pyridin-3-yl)boronic acid